FC1=C(C=C(C=C1)C=1C=C2C(=NC1)C=NN2CC(=O)NC)C 2-[6-(4-Fluoro-3-methyl-phenyl)pyrazolo[4,3-b]pyridin-1-yl]-N-methyl-acetamide